[C@@H]12CN(C[C@H]2C1)C1=CC=C(CN2N=CC3=C(C=CC(=C23)C(=O)NC2CC3(CC(C3)C(=O)O)C2)Cl)C=C1 (Ra)-6-(1-(4-((1R,5S)-3-azabicyclo[3.1.0]hexan-3-yl)benzyl)-4-chloro-1H-indazole-7-carboxamido)spiro[3.3]heptane-2-carboxylic acid